C1(CC1)C1=CC(=CC(=N1)C=1OC2=C(N1)C=C(C=C2F)CO)C2=C(C=C(C=C2)F)C2=NN=CN2C (2-{6-cyclopropyl-4-[4-fluoro-2-(4-methyl-1,2,4-triazol-3-yl)phenyl]pyridin-2-yl}-7-fluoro-1,3-benzoxazol-5-yl)methanol